2-(aminomethyl)-4-chloro-6-fluoroaniline NCC1=C(N)C(=CC(=C1)Cl)F